(7-bromo-2-methyl-5-nitro-3-{[tri(prop-2-yl)silyl]ethynyl}indazol-6-yl)(2-chloro-5-fluorophenyl)methanone BrC1=C(C(=CC2=C(N(N=C12)C)C#C[Si](C(C)C)(C(C)C)C(C)C)[N+](=O)[O-])C(=O)C1=C(C=CC(=C1)F)Cl